C(CCC)N1C(NC=2C(C1=O)=CN(N2)COCC[Si](C)(C)C)=O 5-butyl-2-{[2-(trimethylsilyl)ethoxy]methyl}-7H-pyrazolo[3,4-d]pyrimidine-4,6-dione